C(O)(=O)OC(CCCCCCC[Si](C)(C)OC)C methyl-[8-(methoxydimethylsilyl)-1-octanol] carbonate